2-(2H-tetrazol-5-yl)succinic acid N=1NN=NC1C(C(=O)O)CC(=O)O